CN1CCC(CC1)N1C(NCC2=C(C=CC=C12)[N+](=O)[O-])=O 1-(1-methylpiperidin-4-yl)-5-nitro-3,4-dihydroquinazolin-2-one